(S)-methyl 2-((4-(4-cyano-3-((4-cyano-2-fluorobenzyl)oxy)-1H-pyrazol-1-yl)piperidin-1-yl)methyl)-1-(oxetan-2-ylmethyl)-1H-benzo[d]imidazole-6-carboxylate C(#N)C=1C(=NN(C1)C1CCN(CC1)CC1=NC2=C(N1C[C@H]1OCC1)C=C(C=C2)C(=O)OC)OCC2=C(C=C(C=C2)C#N)F